2-(3,4-dimethoxyphenyl)-3-isopropyl-N-(4-(4-(1-methylpiperidin-4-yl)piperazin-1-yl)cyclohexyl)-1H-indol-5-amine COC=1C=C(C=CC1OC)C=1NC2=CC=C(C=C2C1C(C)C)NC1CCC(CC1)N1CCN(CC1)C1CCN(CC1)C